tert-butyl N-[(3R)-5-[(4-chlorophenyl)methyl]-7-(5-ethyl-1H-1,2,4-triazol-3-yl)-8-fluoro-1,1,4-trioxo-2,3-dihydro-1λ6,5-benzothiazepin-3-yl]carbamate ClC1=CC=C(C=C1)CN1C([C@H](CS(C2=C1C=C(C(=C2)F)C2=NNC(=N2)CC)(=O)=O)NC(OC(C)(C)C)=O)=O